N1=CC=C2N1CCCN2C=2C=NC=1CCN(CC1C2)C2=C(C=C(N=N2)C(=O)N2CC(C2)OC)C (6-(3-(6,7-dihydropyrazolo[1,5-a]pyrimidin-4(5H)-yl)-7,8-dihydro-1,6-naphthyridin-6(5H)-yl)-5-methylpyridazin-3-yl)(3-methoxyazetidin-1-yl)methanone